BrC=1C(=CC=C2C(=CNC12)S(=O)(=O)Cl)Cl 7-bromo-6-chloro-1H-indole-3-sulfonyl chloride